tripropyl 1,3,4-benzenetricarboxylate C1(=CC(=C(C=C1)C(=O)OCCC)C(=O)OCCC)C(=O)OCCC